1,3-dipropionyloxy-2-methylene-propane C(CC)(=O)OCC(COC(CC)=O)=C